2,4,6-tris(2-hydroxy-4-octyloxy-phenyl)-1,3,5-triazine OC1=C(C=CC(=C1)OCCCCCCCC)C1=NC(=NC(=N1)C1=C(C=C(C=C1)OCCCCCCCC)O)C1=C(C=C(C=C1)OCCCCCCCC)O